C12(CC(C1)C2)N2C[C@H](N(S(C1=C2C=C(C(=C1)O/C=C/C(=O)OCC)SC)(=O)=O)C)CCCC ethyl (R,E)-3-((5-(bicyclo[1.1.1]pentan-1-yl)-3-butyl-2-methyl-7-(methylthio)-1,1-dioxido-2,3,4,5-tetrahydrobenzo[f][1,2,5]thiadiazepin-8-yl)oxy)acrylate